FC(OC[C@H]1OC2=CC=CC=C2[C@@H](C1)NC(=O)C=1C=C2[C@@H](CCOC2=CC1)N1C(N[C@](CC1=O)(C)CC)=N)F (4R)-N-[(2S,4R)-2-(difluoromethoxymethyl)chroman-4-yl]-4-[(4R)-4-ethyl-2-imino-4-methyl-6-oxo-hexahydropyrimidin-1-yl]chromane-6-carboxamide